CNC1=CC(=NC=2N1N=CC2C(=O)N[C@H]2C(N(CC2)C)=O)NC=2C(N(C=CC2)C2=NC=CC=C2)=O 7-(methylamino)-N-[(3R)-1-methyl-2-oxo-pyrrolidin-3-yl]-5-[[2-oxo-1-(2-pyridinyl)-3-pyridinyl]amino]pyrazolo[1,5-a]pyrimidine-3-carboxamide